(1R,2R,5s)-N-((R)-(4-chloro-2,5-difluorophenyl)(cyclopropyl)methyl)-3-((2-(methylsulfonyl)-4-pyridinyl)carbonyl)-3-azabicyclo[3.1.0]hexane-2-carboxamide ClC1=CC(=C(C=C1F)[C@H](NC(=O)[C@H]1[C@@H]2C[C@@H]2CN1C(=O)C1=CC(=NC=C1)S(=O)(=O)C)C1CC1)F